N-[5-(3-cyanophenyl)-1-trityl-1H-indazol-3-yl]-1-methylpiperidine-4-carboxamide C(#N)C=1C=C(C=CC1)C=1C=C2C(=NN(C2=CC1)C(C1=CC=CC=C1)(C1=CC=CC=C1)C1=CC=CC=C1)NC(=O)C1CCN(CC1)C